CN(C)CC(C)(C)C 3-(N,N-dimethylamino)-2,2-dimethylpropane